Ethylbutylpyrrolidine C(C)C1N(CCC1)CCCC